NC=1C2=C(N=CN1)N(C(=C2C2=CC1=C(OCCN1C)C=C2)C#CC2CN(C2)C2CCN(CC2)C(C=C)=O)C 1-(4-(3-((4-amino-7-methyl-5-(4-methyl-3,4-dihydro-2H-benzo[b][1,4]oxazin-6-yl)-7H-pyrrolo[2,3-d]pyrimidin-6-yl)ethynyl)azetidin-1-yl)piperidin-1-yl)prop-2-en-1-one